C1(=CC=CC=C1)C=1SC(CC1C=1NC2=CC=CC=C2C1C)C1=CC=CC=C1 2-(2,5-Diphenyl-4,5-dihydrothiophen-3-yl)-3-methyl-1H-indole